C(=O)O.C(C1=CC=CC=C1)N1CCC(CC1)N1N=C(C(=C1)C1=CN=C2N1C=CN=C2NC2=CC(=C(C(=O)NC)C=C2)Cl)C(F)(F)F 4-((3-(1-(1-benzylpiperidin-4-yl)-3-(trifluoromethyl)-1H-pyrazol-4-yl)imidazo[1,2-a]pyrazin-8-yl)amino)-2-chloro-N-methylbenzamide formate